C(C1=CC=CC=C1)N1C(CC(C2=CC=CC=C12)O)(C)C 1-benzyl-2,2-dimethyl-1,2,3,4-tetrahydroquinolin-4-ol